[Si](C)(C)(C(C)(C)C)OC1CC(C1)C=1SC(=C(N1)C(F)(F)F)C1=NC(=NC=C1F)Cl 2-(3-((tert-butyldimethylsilyl)oxy)cyclobutyl)-5-(2-chloro-5-fluoropyrimidin-4-yl)-4-(trifluoromethyl)thiazole